NC=1SC=C(N1)CC(=O)NC1=CC=C(C=C1)CCNC[C@@H](C1=CC=CC=C1)O 2-(2-Amino-1,3-thiazol-4-yl)-N-[4-(2-{[(2R)-2-hydroxy-2-phenylethyl]amino}ethyl)phenyl]acetamide